(6-cyclopropyl-5-methylimidazo[1,2-a]pyrimidin-2-yl)[(3R,3'R)-3'-hydroxy-1,4-dihydro-1'H,2H-spiro[isoquinoline-3,4'-piperidin]-1'-yl]methanone C1(CC1)C=1C=NC=2N(C1C)C=C(N2)C(=O)N2C[C@H]([C@@]1(CC2)NCC2=CC=CC=C2C1)O